S(=O)(=O)(O)O.NCC(=O)O.NCC(=O)O.NCC(=O)O Tri-Glycine Sulphate